(3E)-9-chloro-3-nonen-1-ol ClCCCCC/C=C/CCO